8-(2,6-diethyl-p-tolyl)-1,2,4,5-tetrahydro-7-oxo-7H-pyrazolo[1,2-d][1,4,5]oxadiazepin-9-yl 2,2-dimethylpropionate CC(C(=O)OC1=C(C(N2N1CCOCC2)=O)C2=CC(=C(C(=C2)CC)C)CC)(C)C